C(C)N1N=C(C2=C1C(NCC1(CCOCC1)C2)=O)CC(COC(C2=CC=C(C=C2)OC)=O)(C)C 4-Methoxybenzoic acid [3-(1-ethyl-8-oxo-spiro[6,7-dihydro-4H-pyrazolo[3,4-c]azepin-5,4'-tetrahydropyran]-3-yl)-2,2-dimethyl-propyl] ester